C1(CC1)C1=CC(=NN1C1OCCCC1)NC1=CC2=C(C(=NO2)NS(=O)(=O)C2=C(C=C(C=C2OC)C2=NC=CC(=N2)CN(C)C)OC)C=C1OC N-(6-{[5-cyclopropyl-1-(oxan-2-yl)-1H-pyrazol-3-yl]amino}-5-methoxy-1,2-benzoxazol-3-yl)-4-{4-[(dimethylamino)methyl]pyrimidin-2-yl}-2,6-dimethoxybenzene-1-sulfonamide